OC1=C(C=CC(=C1C)CCCCCC)C1=NC(=NC(=N1)C1=C(C(=C(C=C1)CCCCCC)C)O)C1=C(C(=C(C=C1)CCCCCC)C)O 2,4,6-tris(2-hydroxy-4-hexyl-3-methylphenyl)-1,3,5-triazine